1-(3-bromophenyl)-3-oxocyclobutanecarbonitrile BrC=1C=C(C=CC1)C1(CC(C1)=O)C#N